tert-butyl 4-((1R,5S,6r)-6-(hydroxymethyl)-3-azabicyclo[3.1.0]hexane-3-yl)benzoate OCC1[C@H]2CN(C[C@@H]12)C1=CC=C(C(=O)OC(C)(C)C)C=C1